ON(S(O)(=O)=O)C1=C(C=CC2=CC=CC=C12)O N-hydroxy-N-(2-hydroxy-1-naphthyl)sulfamic acid